1-fluoro-3-((4-methoxybenzyl)oxy)-2-nitrobenzene FC1=C(C(=CC=C1)OCC1=CC=C(C=C1)OC)[N+](=O)[O-]